5-methyl-imidazo[4,5-b]pyridine CC1=CC=C2C(=N1)N=CN2